FC1=CC=C(/C=C/C2=CC=NC=3C(C=C(C(C23)=O)NC(CCCC)=O)=O)C=C1 (E)-N-(4-(4-fluorostyryl)-5,8-dioxo-5,8-dihydroquinolin-6-yl)pentanamide